ClC1=C(C=C2C=C(N=CC2=C1)NC(=O)[C@@H]1[C@H]2CCC([C@@H]12)N(C)C)C1CCN(CC1)[C@@]1(COC[C@@H]1O)C (1R,5S,6R)-N-(7-chloro-6-(1-((3R,4R)-4-hydroxy-3-methyltetrahydrofuran-3-yl)piperidin-4-yl)isoquinolin-3-yl)-2-(dimethylamino)bicyclo[3.1.0]hexane-6-carboxamide